4-[7-(1-Ethylpyrazol-4-yl)imidazo[1,2-a]pyridin-3-yl]benzonitrile C(C)N1N=CC(=C1)C1=CC=2N(C=C1)C(=CN2)C2=CC=C(C#N)C=C2